N1C=CN2C(N=CC=C21)=O 1H-imidazo[1,2-c]pyrimidine-5-one